FN1C2(CC(C3=CC=CC=C13)=O)CCN(CC2)CC2=CC=C(C=C2)F fluoro-N-(4-fluorobenzyl)-4'-oxo-3',4'-dihydro-1'H-spiro[piperidine-4,2'-quinoline]